Azidospermidine di-HCl Cl.Cl.N(=[N+]=[N-])NCCCCNCCCN